2-((2-chloroacetyl)amino)benzoic acid ClCC(=O)NC1=C(C(=O)O)C=CC=C1